FC1=CC=C(C=C1)C(=O)C1=CNC=2N=C(N=C(C21)NC2CCOCC2)NC2=CC=C(C=C2)N2CCN(CC2)C (4-fluorophenyl)(2-((4-(4-methylpiperazin-1-yl)phenyl)amino)-4-((tetrahydro-2H-pyran-4-yl)amino)-7H-pyrrolo[2,3-d]pyrimidin-5-yl)methanone